1,1-bis(thiophen-2-ylmethyl)urea S1C(=CC=C1)CN(C(=O)N)CC=1SC=CC1